Bis(diisopropylamino)(1-phenyl-2-cyano-2-(isotridecyl)ethoxy)phosphine C(C)(C)N(C(C)C)P(OC(C(CCCCCCCCCCC(C)C)C#N)C1=CC=CC=C1)N(C(C)C)C(C)C